sodium N,N-dimethylthioformamide propanesulfonate C(CC)S(=O)(=O)[O-].CN(C=S)C.[Na+]